N-Boc-L-valine-18O C(=O)(OC(C)(C)C)N[C@@H](C(C)C)C(=[18O])O